N=1C=CN2C1C=CC(=C2)C2=CNC=1N=C(N=C(C12)OC)NC1CCC(CC1)NC(C)=O N-((1s,4s)-4-((5-(imidazo[1,2-a]pyridin-6-yl)-4-methoxy-7H-pyrrolo[2,3-d]pyrimidin-2-yl)amino)cyclohexyl)acetamide